5-methylbutylaminocarbonyl-bicyclo[2.2.1]hept-2-ene CC1C2C=CC(C1)(C2)C(=O)NCCCC